ICOB([O-])[O-] iodomethylborate